1,1,1-trifluoro-2-methylpropan-2-yl (S)-4-(7-(3-chlorophenyl)-5-cyclopropyl-7H-pyrrolo[2,3-d]pyrimidin-4-yl)-3-methylpiperazine-1-carboxylate ClC=1C=C(C=CC1)N1C=C(C2=C1N=CN=C2N2[C@H](CN(CC2)C(=O)OC(C(F)(F)F)(C)C)C)C2CC2